NC1=C(C=CC(=C1)C(=O)OC)OC[C@H](NC(=O)OC(C)(C)C)C(=O)O O-(2-amino-4-(methoxycarbonyl)phenyl)-N-(tert-butoxycarbonyl)-L-serine